CC1=C(C=C(C=C1N)C)N 2,5-dimethylbenzene-1,3-diamine